FC(CC)(F)C1=C(O[C@H](C(=O)OC)C)C=CC(=C1)[N+](=O)[O-] methyl (S)-2-(2-(1,1-difluoropropyl)-4-nitrophenoxy)propanoate